3-(2-(5-(1-(3,5-Dichloropyridin-4-yl)ethoxy)-1H-indazol-3-yl)-4,6-dihydropyrrolo[3,4-d]imidazol-5(1H)-yl)cyclobutan-1-ol ClC=1C=NC=C(C1C(C)OC=1C=C2C(=NNC2=CC1)C1=NC2=C(N1)CN(C2)C2CC(C2)O)Cl